C(C)(C)(C)C1=CC=C(C=C1)N1C2=CC=C(C=C2C=2C=C(C=CC12)C1=C(C=CC=C1)C)C1=C(C=CC=C1)C 9-(4-tert-butylphenyl)-3,6-di(tolyl)-9H-carbazole